2-(6-(fluoro(pyridin-3-yl)methyl)-4,5-dimethylpyridazin-3-yl)-5-(trifluoromethyl)phenol FC(C1=C(C(=C(N=N1)C1=C(C=C(C=C1)C(F)(F)F)O)C)C)C=1C=NC=CC1